methyl dimethylmalonate (dimethyl malonate) CC(C(=O)O)(C(=O)O)C.CC(C(=O)OC)(C(=O)O)C